(2R,4S)-4-hydroxypyrrolidine O[C@H]1CCNC1